C12C(C3CC(CC(C1)C3)C2)NC(CN2S(N(CCC2)C2=CC=C(C=C2)OC)(=O)=O)=O N-(adamantan-2-yl)-2-(6-(4-methoxyphenyl)-1,1-dioxido-1,2,6-thiadiazinan-2-yl)acetamide